(R)-2-methyl-N-((S)-6-vinyl-3,4-dihydro-2H-pyrano[2,3-b]pyridin-4-yl)propane-2-sulfinamide CC(C)(C)[S@@](=O)N[C@H]1CCOC2=NC=C(C=C21)C=C